4-[(R)-Ethyl(methyl)phosphoryl]-N-(4-ethynyl-2-fluorophenyl)pyridin-3-amine C(C)[P@](=O)(C)C1=C(C=NC=C1)NC1=C(C=C(C=C1)C#C)F